Cl.NCCN1N=C(C(=C1C(=O)OC)[N+](=O)[O-])Br methyl 1-(2-aminoethyl)-3-bromo-4-nitro-1H-pyrazole-5-carboxylate hydrochloride